FC1=C(C(=C(C=C1)[C@H]1[C@@H](O[C@@H](C1)C(F)(F)F)C(=O)NC1=CC(=NC=C1)C(=O)N)OC)C (2R,3S,5S)-4-[[3-(4-fluoro-2-methoxy-3-methyl-phenyl)-5-(trifluoromethyl)tetrahydrofuran-2-carbonyl]amino]pyridine-2-carboxamide